N-(4-((2-amino-3-(3-(1-methylpiperidin-4-yl)prop-1-yn-1-yl)pyridin-4-yl)oxy)-3-fluorophenyl)-4-(4-fluorophenyl)-2-methyl-3,5-dioxo-2,3,4,5-tetrahydro-1,2,4-triazine-6-carboxamide NC1=NC=CC(=C1C#CCC1CCN(CC1)C)OC1=C(C=C(C=C1)NC(=O)C=1C(N(C(N(N1)C)=O)C1=CC=C(C=C1)F)=O)F